N-(1-benzyl-3-methylpyrrolidin-3-yl)acetamide C(C1=CC=CC=C1)N1CC(CC1)(C)NC(C)=O